C1=CC=CC2=CC3=CC=CC=C3C(=C12)[C@H](C(F)(F)F)O (R)-1-(9-anthryl)-2,2,2-trifluoroethanol